tert-butyl (5S)-3,3-dimethyl-5-[[4-(6-methylsulfonyl-1H-indol-3-yl)-5-(trifluoromethyl)pyrimidin-1-yl]amino]piperidine-1-carboxylate CC1(CN(C[C@H](C1)NN1CN=C(C(=C1)C(F)(F)F)C1=CNC2=CC(=CC=C12)S(=O)(=O)C)C(=O)OC(C)(C)C)C